FC(C)(F)C1=NC(=CC(=N1)NC1=CC(=NC=C1OC[C@@]1(COCCC1)F)NC(C)=O)C (R)-N-(4-((2-(1,1-difluoroethyl)-6-methylpyrimidin-4-yl)amino)-5-((3-fluorotetrahydro-2H-pyran-3-yl)methoxy)pyridin-2-yl)acetamide